FC(C(=O)[N-]S(=O)(=O)C(C(F)(F)F)(C(F)(F)F)F)(C(C(C(F)(F)F)(F)F)(F)F)F.[Na+] sodium (2,2,3,3,4,4,5,5,5-nonafluoropentanoyl)((perfluoropropan-2-yl)sulfonyl)amide